(1R,4s)-N-((S)-1-(5-(2-methoxyquinolin-3-yl)-1H-imidazol-2-yl)-7-oxononyl)-7'-oxo-7'H-spiro[cyclohexane-1,5'-furo[3,4-b]pyridine]-4-carboxamide COC1=NC2=CC=CC=C2C=C1C1=CN=C(N1)[C@@H](CCCCCC(CC)=O)NC(=O)C1CCC2(OC(C3=NC=CC=C32)=O)CC1